6-fluoro-5-aminobenzothiazole FC1=CC2=C(N=CS2)C=C1N